4-[3-(difluoromethyl)pyrazol-1-yl]cyclohexanol FC(C1=NN(C=C1)C1CCC(CC1)O)F